NC[C@H](CC1=CC(=CC=C1)F)NC(=O)C=1SC(=C(C1)C=1N(N=CC1Cl)C)Cl N-[(2S)-1-amino-3-(3-fluorophenyl)propan-2-yl]-5-chloro-4-(4-chloro-2-methyl-3-pyrazolyl)-2-thiophenecarboxamide